FC=1C=C2NC=C(C[C@H](N)C(=O)O)C2=CC1 |r| 6-fluoro-DL-tryptophan